O1C=NC=C1N1N=NNC1=O 4-(oxazol-5-yl)-1,4-dihydro-5H-tetrazol-5-one